5-tert-butyl-N-(3-(2-phenylpropan-2-yl)phenyl)-[1,1'-biphenyl]-2-amine C(C)(C)(C)C1=CC=C(C(=C1)C1=CC=CC=C1)NC1=CC(=CC=C1)C(C)(C)C1=CC=CC=C1